CNS(=O)(=O)C1=CC(=C(C=C1)OC1=CC=C(C=C1)C(F)(F)F)C=1C=NN2C1CCCC2 N-methyl-3-(4,5,6,7-tetrahydropyrazolo[1,5-a]pyridin-3-yl)-4-[4-(trifluoromethyl)phenoxy]benzene-1-sulfonamide